methyl 4-[4-(tert-butoxycarbonylamino)-1-piperidyl]-6-fluoro-2-methyl-indazole-7-carboxylate C(C)(C)(C)OC(=O)NC1CCN(CC1)C=1C2=CN(N=C2C(=C(C1)F)C(=O)OC)C